F[C@@H]1CN(CCC1)C1=NC=C(C=N1)C=1SC=2C=NCCC2N1 (S)-2-(2-(3-fluoropiperidin-1-yl)pyrimidin-5-yl)-6,7-dihydrothiazolo[5,4-c]pyridin